NC1=C(C(NC2=C(C=CC=C12)C=1C=NC=CC1OC)=O)C(=O)NCCC(F)F 4-Amino-N-(3,3-difluoropropyl)-8-(4-methoxy-3-pyridyl)-2-oxo-1H-quinoline-3-carboxamide